C(CC)NCC(=O)O N-propyl-glycine